(S,E)-1-((5-(((3-ethyl-5-(2-(2-hydroxyethyl)piperidin-1-yl)pyrazolo[1,5-a]pyrimidin-7-yl)amino)methyl)pyridin-2-yl)oxy)-15-methyl-3,6,9,12-tetraoxa-15-azanonadec-17-en-19-oic acid C(C)C=1C=NN2C1N=C(C=C2NCC=2C=CC(=NC2)OCCOCCOCCOCCOCCN(C\C=C\C(=O)O)C)N2[C@@H](CCCC2)CCO